2-((dimethylamino)methyl)-2-((palmitoyloxy)methyl)propane-1,3-diyl dipalmitate C(CCCCCCCCCCCCCCC)(=O)OCC(COC(CCCCCCCCCCCCCCC)=O)(COC(CCCCCCCCCCCCCCC)=O)CN(C)C